tert-butyl 4-(5-((5-hydroxypentyl)oxy)pyridin-2-yl)piperazine-1-carboxylate OCCCCCOC=1C=CC(=NC1)N1CCN(CC1)C(=O)OC(C)(C)C